5-{2-[2-(4-Ethoxynaphthalin-1-sulfonamido)phenyl]ethynyl}pyridin C(C)OC1=CC=C(C2=CC=CC=C12)S(=O)(=O)NC1=C(C=CC=C1)C#CC=1C=CC=NC1